BOC-L-VALINAL C(=O)(OC(C)(C)C)N[C@@H](C(C)C)C=O